o-nitro-phenyl β-D-glucopyranoside O([C@H]1[C@H](O)[C@@H](O)[C@H](O)[C@H](O1)CO)C1=C(C=CC=C1)[N+](=O)[O-]